ClC=1C=C2C(=NC(=NC2=CC1C1=C(C=CC(=N1)N)C(F)(F)F)OC[C@H]1N([C@H]([C@@H](C1)F)C)C)N1CCNCC1 6-[6-chloro-2-[[(2s,4r,5s)-4-fluoro-1,5-dimethyl-pyrrolidin-2-yl]methoxy]-4-piperazin-1-yl-quinazolin-7-yl]-5-(trifluoromethyl)pyridin-2-amine